2-(3,4-dimethoxyphenyl)-6-(1-(8-isobutyl-8-azabicyclo[3.2.1]oct-3-yl)piperidin-4-yl)-8-methylimidazo[1,2-a]pyridine COC=1C=C(C=CC1OC)C=1N=C2N(C=C(C=C2C)C2CCN(CC2)C2CC3CCC(C2)N3CC(C)C)C1